N-(oxetan-3-yl)-1H-pyrrolo[2,3-b]pyridine-3-carboxamide O1CC(C1)NC(=O)C1=CNC2=NC=CC=C21